C(#N)[C@H]1CN(CC1)C1=NC(=CC(=N1)N1CC2(C=3C=NC(=CC31)NC(C)=O)CC2)C (R)-N-(1'-(2-(3-cyanopyrrolidin-1-yl)-6-methylpyrimidin-4-yl)-1',2'-dihydrospiro[cyclopropane-1,3'-pyrrolo[3,2-c]pyridin]-6'-yl)acetamide